CC1=CC=NN1CC1(CCCCCC1)OCC(CO)O 3-(1-((5-methyl-1H-pyrazol-1-yl)methyl)cycloheptyloxy)propane-1,2-diol